C(C)OC(=O)C1CCC(CC1)OS(=O)(=O)C1=CC=C(C)C=C1.BrC1=C(C=CC=C1)C=C1C=C(C(C(=C1)C(C)(C)C)=O)C(C)(C)C 4-(2-bromophenyl)methylene-2,6-di-tert-butyl-2,5-cyclohexadiene-1-one Ethyl-(1s,4s)-4-(Tosyloxy)cyclohexane-1-carboxylate